methyl methacrylate (hydroxyethyl methacrylate) OCCC=C(C(=O)O)C.C(C(=C)C)(=O)OC